CCCCCCC\C=C/C=C/CCC (Z,E)-8,10-Tetradecadien